[Cu].[Re] rhenium-copper